bis(N-(4-pyridylmethyl)ethylthiocarbamoyl) disulphide N1=CC=C(C=C1)CN(C(=S)SSC(N(CC1=CC=NC=C1)CC)=S)CC